N-[(1-methyl-3-pyrazolyl)propyl]-N'-(2-pyridylmethyl)-N-(5,6,7,8-tetrahydro-8-quinolinyl)-1,4-xylylenediamine CN1N=C(C=C1)CCCN(CC1=CC=C(C=C1)CNCC1=NC=CC=C1)C1CCCC=2C=CC=NC12